FC1=C(C(=C(C=C1OC)OC)F)C1=CC2=C(N=C(N=C2)N[C@H]2[C@H](COC2)NC(C=C)=O)C(=N1)NCC=1C=NN(C1)C N-((3R,4S)-4-((6-(2,6-difluoro-3,5-di-methoxyphenyl)-8-(((1-methyl-1H-pyrazol-4-yl)methyl)amino)pyrido[3,4-d]pyrimidin-2-yl)amino)tetrahydro-furan-3-yl)acrylamide